C1=CCN2BN3C(C=C21)=CC=C3 dipyrrolo[1,2-c:2',1'-f][1,3,2]diazaborine